CN1C(C(NCC1C)=O)=O 4,5-dimethylpiperazine-2,3-dione